3-(1-(3-((1H-pyrazolo[4,3-b]-pyridin-1-yl)methyl)bicyclo-[1.1.1]pentane-1-carbonyl)-4,5-dihydro-1H-pyrazol-5-yl)benzonitrile N1(N=CC2=NC=CC=C21)CC21CC(C2)(C1)C(=O)N1N=CCC1C=1C=C(C#N)C=CC1